2-((S)-1-phenylethyl)-2-aza-bicyclo[2.2.1]heptane-7(R)-carbamic acid tert-butyl ester C(C)(C)(C)OC(N[C@H]1C2N(CC1CC2)[C@@H](C)C2=CC=CC=C2)=O